NC=1N=C(SC1C(=O)C1=CC(=NO1)C(=O)NC=1C=NN(C1)C)N(C1=CC=C(C=C1)F)[C@@H](C(=O)N)C |r| rac-5-[4-Amino-2-(N-(2-amino-1-methyl-2-oxoethyl)-4-fluoroanilino)thiazol-5-carbonyl]-N-(1-methylpyrazol-4-yl)isoxazol-3-carboxamid